4-[(2R)-3-(3,4-Dihydro-1H-Isoquinolin-2-Yl)-2-Hydroxy-Propyl]-2,2-Dimethyl-8-(Pyrrolidin-1-Ylmethyl)-3h-1,4-Benzoxazepin-5-One C1N(CCC2=CC=CC=C12)C[C@H](CN1CC(OC2=C(C1=O)C=CC(=C2)CN2CCCC2)(C)C)O